BrC=1C=C(C=CC1)C(C(F)Cl)=O 1-(3-bromophenyl)-2-chloro-2-fluoroethan-1-one